diisopentenyl ether C(CC(=C)C)OCCC(=C)C